2-(4-chlorophenoxy)-1-(4-(5-(trifluoromethyl)-1,2,4-oxadiazol-3-yl)phenyl)ethan-1-one ClC1=CC=C(OCC(=O)C2=CC=C(C=C2)C2=NOC(=N2)C(F)(F)F)C=C1